1-Benzyl-2,3-dimethyl-1,3-propandiol C(C1=CC=CC=C1)C(C(C(O)C)C)O